N-(2,6-dioxo-3-piperidyl)-1,2,3,4-tetrahydro-2-naphthamide O=C1NC(CCC1NC(=O)C1CC2=CC=CC=C2CC1)=O